4-(2-methyl-4-nitrophenoxy)picolinonitrile CC1=C(OC2=CC(=NC=C2)C#N)C=CC(=C1)[N+](=O)[O-]